methyl 2-[2-(2,2-dimethyl-1,3-dioxolan-4-yl)ethylamino]-5-[3-(2-fluoro-4-iodo-phenoxy)propyl]thiazole-4-carboxylate CC1(OCC(O1)CCNC=1SC(=C(N1)C(=O)OC)CCCOC1=C(C=C(C=C1)I)F)C